2-isopropyl-3-methyl-2,3-dihydrofuran-5-carboxylate C(C)(C)C1OC(=CC1C)C(=O)[O-]